BrC=1C(=NN(C1)C)C=1C=C(C=CC1)C1=NC(=C2N=CN(C2=N1)CC)C1=CC=NC=C1 2-(3-(4-bromo-1-methyl-1H-pyrazol-3-yl)phenyl)-9-ethyl-6-(pyridin-4-yl)-9H-purine